(2S)-2-((1-(2-(bis(4-methoxybenzyl)amino)pyridin-3-yl)ethyl)amino)propan-1-ol COC1=CC=C(CN(C2=NC=CC=C2C(C)N[C@H](CO)C)CC2=CC=C(C=C2)OC)C=C1